C(C)(C)(C)OC(=O)N1CC(CC1)OC1CCN(CC1)C(=O)OCC1=CC=CC=C1 benzyl 4-((1-(tert-butoxycarbonyl)pyrrolidin-3-yl)oxy)piperidine-1-carboxylate